2,3-dihydro-1H-1,2,3-triazole N1NNC=C1